7-diethylamino-5',7'-dimethoxy-3,3'-carbonyl-biscoumarin tert-butyl-5-((4-hydroxycyclohexyl)methyl)-1-methyl-3,4-dihydroisoquinoline-2(1H)-carboxylate C(C)(C)(C)OC(=O)N1C(C2=CC=CC(=C2CC1)CC1CCC(CC1)O)C.C(C)N(C1=CC=C2C=C(C(OC2=C1)=O)C(=O)C=1C(OC2=CC(=CC(=C2C1)OC)OC)=O)CC